Methoxy-4-methyl-N-(3-(trifluoromethoxy)-propyl)-1H-imidazole-1-carboxamide COC=1N(C=C(N1)C)C(=O)NCCCOC(F)(F)F